C1[C@@H]([C@H]([C@@H]([C@H]([C@@H]1NC(=O)[C@H](CC[NH3+])O)O)O[C@H]2[C@@H]([C@@H]([C@H](O2)CO)O)O)O[C@@H]3[C@@H]([C@H]([C@@H]([C@H](O3)C[NH3+])O)O)[NH3+])[NH3+] The molecule is an organic cation obtained by protonation of the four free amino groups of butirosin B; major species at pH 7.3. It is an ammonium ion derivative and an organic cation. It derives from a neamine(4+). It is a conjugate acid of a butirosin B.